ClC1=CC=C(C(=N1)C(=O)O)N[C@H](C)C1=C2N=C(C(=NC2=CC(=C1)C)C#N)C1=CC(=CC=C1)C(C)(C)C#N (R)-6-chloro-3-((1-(2-cyano-3-(3-(2-cyanopropan-2-yl)phenyl)-7-methylquinoxalin-5-yl)ethyl)amino)picolinic acid